4-[[3-[4-[2-[4-[[1-(2-chloro-6-fluoro-4-phenyl-benzoyl)-4-piperidyl]oxy]-1-piperidyl]acetyl]piperazine-1-carbonyl]-4-fluoro-phenyl]methyl]-2H-phthalazin-1-one ClC1=C(C(=O)N2CCC(CC2)OC2CCN(CC2)CC(=O)N2CCN(CC2)C(=O)C=2C=C(C=CC2F)CC2=NNC(C3=CC=CC=C23)=O)C(=CC(=C1)C1=CC=CC=C1)F